COC=1C=C2CC[C@@H](C2=CC1)NC(=O)C1=CC2=C(N=C(S2)N2CCNCC2)C=C1 (S)-N-(5-methoxy-2,3-dihydro-1H-inden-1-yl)-2-(piperazin-1-yl)benzo[d]thiazole-6-carboxamide